2,3-dibromotriphenylene BrC1=CC=2C3=CC=CC=C3C3=CC=CC=C3C2C=C1Br